C(C)(C)(C)OC(CC=1C2=C(C(NN1)=O)N=CC(=C2)Br)=O.N2(CCOCC2)C2=CC1=C(C(NN=C1CC(=O)OC(C)(C)C)=O)N=C2 tert-butyl [3-(morpholin-4-yl)-8-oxo-7,8-dihydropyrido[2,3-d]pyridazin-5-yl]acetate tert-Butyl-(3-bromo-8-oxo-7,8-dihydropyrido[2,3-d]pyridazin-5-yl)acetate